4-[2-(anthracene-9-yl)ethynyl]pyridine C1=CC=CC2=CC3=CC=CC=C3C(=C12)C#CC1=CC=NC=C1